CC1=CC(=CC=C1)N(CCO)CCO N,N-bis(2-hydroxyethyl)-m-toluidine